tert-butyl 2-{6-fluoro-5-methyl-2-oxo-1H,4H-pyrido[2,3-d]pyrimidin-3-yl}acetate FC1=C(C2=C(NC(N(C2)CC(=O)OC(C)(C)C)=O)N=C1)C